2,5,8,11,14,17,20,23,26-nonaoxooctacosan-28-amine O=C(C)CCC(CCC(CCC(CCC(CCC(CCC(CCC(CCC(CCN)=O)=O)=O)=O)=O)=O)=O)=O